4-(6-((2,6-dimethylpyrimidin-4-yl)amino)-3-oxo-2,3-dihydro-1H-pyrazolo[4,3-c]pyridin-1-yl)-2-methoxybenzonitrile CC1=NC(=CC(=N1)NC1=CC2=C(C=N1)C(NN2C2=CC(=C(C#N)C=C2)OC)=O)C